F\C(\C(=O)OCC)=C/OC1=CC2=C(N(CC(N(S2(=O)=O)C)CCCCF)C2=CC=CC=C2)C=C1SC ethyl (Z)-2-fluoro-3-((3-(4-fluorobutyl)-2-methyl-7-(methylthio)-1,1-dioxido-5-phenyl-2,3,4,5-tetrahydrobenzo[f][1,2,5]thiadiazepin-8-yl)oxy)acrylate